C(C)(=O)C1=C(C=C(C=C1)Cl)C1=CC(N(C=C1OC)C(C(=O)NC1=CC=C(C=C1)S(=O)(=O)C)CC1=CC=CC=C1)=O 2-(4-(2-acetyl-5-chlorophenyl)-5-methoxy-2-oxopyridin-1(2H)-yl)-N-(4-(methylsulfonyl)phenyl)-3-phenylpropanamide